3H-dibenzo[b,i]xanthen C1=CCC=C2C=C3OC=4C=C5C(=CC4C=C3C=C21)C=CC=C5